(3aS,4R,6S,6aS)-6-(4-aminopyrrolo[2,1-f][1,2,4]triazin-7-yl)-4-(((tert-butyldimethylsilyl)oxy)methyl)-2,2-dimethyltetrahydrofuro[3,4-d][1,3]dioxole-4-carbonitrile NC1=NC=NN2C1=CC=C2[C@@H]2O[C@]([C@@H]1[C@H]2OC(O1)(C)C)(C#N)CO[Si](C)(C)C(C)(C)C